1,3-dimethylpyrrolinium triflate [O-]S(=O)(=O)C(F)(F)F.C[NH+]1C=C(CC1)C